2-(2-{5-[(1R,4R,7R)-7-amino-2-azabicyclo[2.2.1]heptane-2-carbonyl]-7-methoxy-1-methyl-1H-1,3-benzodiazol-2-yl}-1-(cyclopropylmethyl)-1H-pyrrolo[2,3-b]pyridin-6-yl)benzamide N[C@H]1[C@@H]2N(C[C@H]1CC2)C(=O)C2=CC1=C(N(C(=N1)C1=CC=3C(=NC(=CC3)C3=C(C(=O)N)C=CC=C3)N1CC1CC1)C)C(=C2)OC